C(CCCCCC)C1C(CCC1)=O 2-Heptyl-Cyclopentanone